5-(4-propylphenyl)thianthrene C(CC)C1=CC=C(C=C1)S1C=2C=CC=CC2SC2=CC=CC=C12